NC1=CC=C(C=C1)C1=CC=C(C=N1)C(=O)OC(C)(C)C tert-butyl 6-(4-aminophenyl)pyridine-3-carboxylate